CN(C(CCCC)CCCCCCCCCC=CCC=CCCCCC)C N,N-dimethyltetracosane-15,18-dien-5-amine